10-(4-bromobenzoyl)-9-fluoro-7-nitro-1,2,3,4-tetrahydropyrimidino[1,2-a]indole BrC1=CC=C(C(=O)C2=C3N(C=4C=C(C=C(C24)F)[N+](=O)[O-])CCCN3)C=C1